ClC=1C=C2C(=NC(N3C2=C(C1C1=C(C=C(C=C1)F)F)SC[C@@H](C3)OC)=O)N3[C@H](CNCC3)C (3R)-10-chloro-11-(2,4-difluorophenyl)-3-methoxy-8-((S)-2-methylpiperazin-1-yl)-3,4-dihydro-2H,6H-[1,4]thiazepino[2,3,4-ij]quinazolin-6-one